ClC1=C(C=CC(=C1NC=1C(=C2C(N(C=NC2=CC1)C)=O)C)F)NS(=O)(=O)CCCF N-(2-chloro-3-((3,5-dimethyl-4-oxo-3,4-dihydro-quinazolin-6-yl)amino)-4-fluorophenyl)-3-fluoropropane-1-sulfonamide